3-(Piperazin-1-yl)oxetane-3-carboxamide N1(CCNCC1)C1(COC1)C(=O)N